alpha-(4-methyl-benzyl)-proline CC1=CC=C(C[C@@]2(NCCC2)C(=O)O)C=C1